COC1=CC=2C(C=N1)=NN(C2C(F)(F)F)COCC[Si](C)(C)C 5-methoxy-3-(trifluoromethyl)-2-((2-(trimethylsilyl)ethoxy)methyl)-2H-pyrazolo[3,4-c]pyridine